4-[7-(4-cyanotetrahydropyran-4-yl)imidazo[1,2-a]pyridin-3-yl]-N-cyclopropyl-2-(difluoromethoxy)-6-methoxy-benzamide C(#N)C1(CCOCC1)C1=CC=2N(C=C1)C(=CN2)C2=CC(=C(C(=O)NC1CC1)C(=C2)OC)OC(F)F